2-amino-6-bromo-1,3-diethoxycarbonyl-azulene NC1=C(C2=CC=C(C=CC2=C1C(=O)OCC)Br)C(=O)OCC